FC(C)(F)C1=C(C(N(C=N1)CC1=CC=C(C=C1)OC)=O)F 6-(1,1-difluoroethyl)-5-fluoro-3-(4-methoxybenzyl)pyrimidin-4(3H)-one